2-(2-{[(2R)-2-(1H-1,3-benzodiazol-2-yl)propyl]amino}ethyl)-N-[(3-fluoropyridin-2-yl)methyl]-[1,3]thiazolo[5,4-d]pyrimidin-7-amine N1C(=NC2=C1C=CC=C2)[C@@H](CNCCC=2SC=1N=CN=C(C1N2)NCC2=NC=CC=C2F)C